tert-Butyl 7-[3-(4-chloro-2-methyl-2H-indazol-5-yl)-2-[(4-methoxy-phenyl)methyl]-5-methyl-4-oxo-2H,4H,5H-pyrazolo[3,4-d]pyrimidin-6-yl]-2,7-diazaspiro[3.5]nonane-2-carboxylate ClC=1C2=CN(N=C2C=CC1C=1N(N=C2N=C(N(C(C21)=O)C)N2CCC1(CN(C1)C(=O)OC(C)(C)C)CC2)CC2=CC=C(C=C2)OC)C